COC1=C(C=C(C=C1)OC)C1=CC=C(C=C1)C=1N=NN(C1)C1=CC(=NC=C1)C(=O)O 4-(4-(2',5'-dimethoxy-[1,1'-biphenyl]-4-yl)-1H-1,2,3-triazol-1-yl)picolinic acid